6-chloro-7-methyl-chromone-3-carbaldehyde ClC=1C=C2C(C(=COC2=CC1C)C=O)=O